The molecule is an organosulfonic acid that is 2-oxoethanesulfonic acid substituted by a (2-ethyl-6-methylphenyl)(1-methoxypropan-2-yl)amino group at postion 2. It is an ether, an aromatic amide and an organosulfonic acid. CCC1=CC=CC(=C1N(C(C)COC)C(=O)CS(=O)(=O)O)C